CC(CN1C=NC2=C1C=C(C=C2)OC2=NC=C(C=C2)C(F)(F)F)(C)O 2-methyl-1-(6-{[5-(trifluoromethyl)pyridin-2-yl]oxy}-1H-benzimidazol-1-yl)propan-2-ol